(S)-N-(4-hydroxy-4-methylcyclohexylidene)-2-methylpropane-2-sulfinamide OC1(CCC(CC1)=N[S@@](=O)C(C)(C)C)C